4-(7-isopropoxyimidazo[1,2-a]pyridin-3-yl)pyrimidin-2-amine C(C)(C)OC1=CC=2N(C=C1)C(=CN2)C2=NC(=NC=C2)N